OCCC1N(CCCC1)C(=O)OC(C)(C)C t-butyl 2-(2-hydroxyethyl)piperidine-1-carboxylate